2,4-di-(2-pyridyl)-3-methyl-7-(pyridin-2-ylmethyl)-3,7-diaza-bicyclo[3.3.1]nonan-9-one N1=C(C=CC=C1)C1C2CN(CC(C(N1C)C1=NC=CC=C1)C2=O)CC2=NC=CC=C2